[Na+].[Na+].[Na+].OC1(C(OCCC1)(C(=O)[O-])O)O.OC1(C(OCCC1)(C(=O)[O-])O)O.OC1(C(OCCC1)(C(=O)[O-])O)O Trihydroxytetrahydro-2H-pyran-2-carboxylic acid trisodium salt